C(CCC)C1CCC(CC1)C1=CC=C(C=C1)C=1N=C(C(=NC1)N=C=S)Cl 5-[4-(4-butylcyclohexyl)phenyl]-3-chloro-2-isothiocyanatopyrazine